(E)-N'-cyano-N-((1,2,3,5,6,7-hexahydro-s-indacen-4-yl)carbamoyl)-2-((R)-1-propionylpyrrolidin-2-yl)ethene-1-sulfonimidamide C(#N)N=S(=O)(NC(NC1=C2CCCC2=CC=2CCCC12)=O)\C=C\[C@@H]1N(CCC1)C(CC)=O